vinyl-silane-triol C(=C)[Si](O)(O)O